C(C)OS(=O)(=O)C1=C(C=C(C=C1)C)C 2,4-dimethyl-benzenesulfonic acid ethyl ester